COC=1C=NC2=C(C=C(C=C2C1)CO)B1OC(C(O1)(C)C)(C)C (3-methoxy-8-(4,4,5,5-tetramethyl-1,3,2-dioxaborolan-2-yl)quinolin-6-yl)methanol